3-(4-((2-(2-((R)-3-(4-amino-3-(4-phenoxyphenyl)-1H-pyrazolo[3,4-d]pyrimidine-1-yl)piperidin-1-yl)-2-oxoethoxy)ethyl)thio)-1-oxoisoindoline-2-yl)piperidine-2,6-dione NC1=C2C(=NC=N1)N(N=C2C2=CC=C(C=C2)OC2=CC=CC=C2)[C@H]2CN(CCC2)C(COCCSC2=C1CN(C(C1=CC=C2)=O)C2C(NC(CC2)=O)=O)=O